di(4-methoxyphenyl)iodonium hexafluorophosphate F[P-](F)(F)(F)(F)F.COC1=CC=C(C=C1)[I+]C1=CC=C(C=C1)OC